C(=O)(O)C1=CC2=C(OCCC3=C2SC=C3)C=C1C=1C(=NC(=CC1)N1CCOCC1)C(=O)O 3-(9-carboxy-4,5-dihydrobenzo[b]thieno[2,3-d]oxepin-8-yl)-6-morpholinopicolinic acid